C(C)N1C(C=2C(C=C1)=NNC2)=O 5-ethyl-2,5-dihydro-4H-pyrazolo[4,3-c]pyridin-4-one